(2S,3S)-3-fluoro-2-methylazetidine trifluoroacetate FC(C(=O)O)(F)F.F[C@@H]1[C@@H](NC1)C